3-amino-1-(5-(trifluoromethyl)isoxazol-3-yl)propan-1-ol NCCC(O)C1=NOC(=C1)C(F)(F)F